5-fluoro-2-methoxy-1-nitro-3-((3,4,5-trimethoxyphenyl)ethynyl)benzene FC=1C=C(C(=C(C1)[N+](=O)[O-])OC)C#CC1=CC(=C(C(=C1)OC)OC)OC